ClC1=C(C=C(C=N1)CN1\C(\C=CC=C1)=N/C(C(F)(F)F)=O)F (Z)-N-[1-[(6-chloro-5-fluoro-3-pyridyl)-methyl]-2-pyridylidene]-2,2,2-trifluoro-acetamide